4-sulfomethyl-D-phenylalanine S(=O)(=O)(O)CC1=CC=C(C[C@@H](N)C(=O)O)C=C1